Cl.Cl.N1CCC(CC1)C=1C=NN(C1C1=CC(=CC=C1)C1=CC=NC=C1)O 4-(Piperidin-4-yl)-5-(3-(pyridin-4-yl)phenyl)-1H-pyrazol-1-ol 2HCl